3-Phenylethynyl-2-(1H-pyrrolo[2,3-b]pyridin-6-yl)-benzoic acid C1(=CC=CC=C1)C#CC=1C(=C(C(=O)O)C=CC1)C1=CC=C2C(=N1)NC=C2